N-(2,2-dimethoxyethyl)-N-methylacrylamide COC(CN(C(C=C)=O)C)OC